(R)-4-((3-((tert-butoxycarbonyl)(methyl)amino)piperidin-1-yl)methyl)picolinic acid C(C)(C)(C)OC(=O)N([C@H]1CN(CCC1)CC1=CC(=NC=C1)C(=O)O)C